ClC1=NC(=NC(=C1)Cl)NC1=C(C=CC(=C1)F)[N+](=O)[O-] 4,6-dichloro-N-(5-fluoro-2-nitrophenyl)pyrimidin-2-amine